3-{4-[(2-methylpropyl)sulfamoyl]phenyl}-1-(pyridin-3-ylmethyl)urea CC(CNS(=O)(=O)C1=CC=C(C=C1)NC(NCC=1C=NC=CC1)=O)C